tert-Butyl exo-3-((4-((4-([1,2,4]triazolo[1,5-c]pyrimidin-7-yl-oxy)-3-methylphenyl)amino)-7-methoxyquinazolin-6-yl)oxy)-8-azabicyclo[3.2.1]octane-8-carboxylate N=1C=NN2C=NC(=CC21)OC2=C(C=C(C=C2)NC2=NC=NC1=CC(=C(C=C21)OC2CC1CCC(C2)N1C(=O)OC(C)(C)C)OC)C